CC1=C(C=CC(=C1NS(=O)(=O)C)Cl)OCC2=NCCN2 N-[6-chloro-3-(4,5-dihydro-1H-imidazol-2-ylmethoxy)-2-methylphenyl]methanesulfonamide